1-(1,2,4-triazin-3-yl)octahydro-6H-pyrrolo[2,3-c]pyridine-6-carboxylate N1=NC(=NC=C1)N1CCC2C1CN(CC2)C(=O)[O-]